O=C1NC(CCC1N1C(C2=CC=C(C=C2C1)C1CCN(CC1)CCCCC(=O)O)=O)=O 5-(4-(2-(2,6-dioxopiperidin-3-yl)-1-oxoisoindolin-5-yl)piperidin-1-yl)pentanoic acid